NC1=C(N=CC2=C(C(=CC=C12)F)C=1C(=NC=NC1)OC)C(=O)NCCC 4-amino-7-fluoro-8-(4-methoxypyrimidin-5-yl)-N-propylisoquinoline-3-carboxamide